Caproyl-Proline tert-butyl-(S)-3-(3-(benzyloxy)-2-((tert-Butoxycarbonyl)amino)propoxy)propanoate C(C)(C)(C)[C@H](C(=O)O)COCC(COCC1=CC=CC=C1)NC(=O)OC(C)(C)C.C(CCCCC)(=O)N1[C@@H](CCC1)C(=O)O